NC1=C(C(NC2=CC=CC(=C12)F)=O)C1=NC2=C(N1)C=C(C=C2)N2CCN(CC2)CCN 4-amino-3-(6-(4-(2-aminoethyl)piperazin-1-yl)-1H-benzo[d]imidazol-2-yl)-5-fluoroquinolin-2(1H)-one